COC=1C=C2CCN(CC2=CC1NC1=NC=C2C(=N1)N(N=C2)[C@H]2C[C@H](CCC2)CO)C [(cis)-3-[6-[(6-methoxy-2-methyl-3,4-dihydro-1H-isoquinolin-7-yl)amino]pyrazolo[3,4-d]pyrimidin-1-yl]cyclohexyl]methanol